COC(=O)C1=CC=2C(=NC=CC2)S1 thieno[2,3-b]pyridine-2-carboxylic acid methyl ester